2-((dimethylamino)methylene)-3-oxobutanoic acid ethyl ester C(C)OC(C(C(C)=O)=CN(C)C)=O